CN1CSC2=C1C=CC=C2 3-methyl-3H-benzothiazol